(S)-2-(4-amino-1,2,5-oxadiazole-3-carboxamido)-N1-(1-(2-(bicyclo[1.1.1]pentan-1-ylamino)-2-oxoethyl)-2-oxo-1,2-dihydropyridin-3-yl)-N6-methyl-5-oxohexanediamide NC=1C(=NON1)C(=O)N[C@H](C(=O)NC=1C(N(C=CC1)CC(=O)NC12CC(C1)C2)=O)CCC(C(=O)NC)=O